N[C@H](C)C1=C2C=C(N=CC2=C(N=C1)OC)NC1=NC(=NC=C1)C(C)(C)F |o1:1| (R or S)-5-(1-Aminoethyl)-N-(2-(2-fluoropropan-2-yl)pyrimidin-4-yl)-8-methoxy-2,7-naphthyridin-3-amine